CC1=C(C=NC=C1)C1=CC=C(C=C1)NC(=N)N 1-(4-(4-Methylpyridin-3-yl)phenyl)guanidine